5-(6-methoxypyrimidin-4-yl)-2-[3-(7-methyl-2,7-diazaspiro[3.5]non-2-yl)-1,2,4-triazin-6-yl]phenol COC1=CC(=NC=N1)C=1C=CC(=C(C1)O)C1=CN=C(N=N1)N1CC2(C1)CCN(CC2)C